4-(Trifluoromethyl)benzylamine FC(C1=CC=C(CN)C=C1)(F)F